3-azaspiro[bicyclo[3.1.0]hexane-6,1'-cyclopropane]-2-carboxamide C12(CC1)C1CNC(C12)C(=O)N